BrNC1C(CCCC1)C N-bromo-2-methylcyclohexylamine